ClC1=CNC(C2=CC=C(C=C12)NC(OCCCC)=O)=O butyl N-(4-chloro-1-oxo-2H-isoquinolin-6-yl)carbamate